C(C)OC(C1=CN=C(C=C1N1C[C@@](CC1)(C)NC(=O)OC(C)(C)C)Cl)=O.CC(CCC)CCCCC 4-Methyl-nonane ethyl-(S)-4-(3-((tert-butoxycarbonyl)amino)-3-methylpyrrolidin-1-yl)-6-chloronicotinate